(+/-)-5-methyl-4-{[(trifluoromethyl)sulfonyl]oxy}-5,6-dihydropyridine-1,3(2H)-dicarboxylic acid 1-tert-butyl 3-ethyl ester C(C)OC(=O)C=1CN(C[C@H](C1OS(=O)(=O)C(F)(F)F)C)C(=O)OC(C)(C)C |r|